2-{[(2S)-2-{[(4-bromophenyl)carbamoyl]amino}-4-methylpentanoyl]amino}-2-methylpropanoic acid BrC1=CC=C(C=C1)NC(=O)N[C@H](C(=O)NC(C(=O)O)(C)C)CC(C)C